ethyl 3-(4-{(2S)-2-amino-3-oxo-3-[4-(pyridin-4-yl)piperazin-1-yl] propyl}piperidin-1-yl)-3-oxopropanoate N[C@@H](CC1CCN(CC1)C(CC(=O)OCC)=O)C(N1CCN(CC1)C1=CC=NC=C1)=O